ClC1=CC(=C(C=C1)C1=C(N(N=N1)CC)CN1N=CC(=CC1=O)C=1C=NC(=C(C1)Cl)OC)F 2-[[5-(4-chloro-2-fluoro-phenyl)-3-ethyl-triazol-4-yl]methyl]-5-(5-chloro-6-methoxy-3-pyridyl)pyridazin-3-one